titanium-platinum-aluminum [Al].[Pt].[Ti]